N-[5-[1-(4-cyano-1,3-thiazol-2-yl)-3,6-dihydro-2H-pyridin-5-yl]-4-fluoro-2-[(3R,5S)-3,4,5-trimethylpiperazin-1-yl]phenyl]-6-oxo-4-(trifluoromethyl)-1H-pyridine-3-carboxamide C(#N)C=1N=C(SC1)N1CCC=C(C1)C=1C(=CC(=C(C1)NC(=O)C1=CNC(C=C1C(F)(F)F)=O)N1C[C@H](N([C@H](C1)C)C)C)F